BrC1=CN=CC=2N=C(N=C(C21)N2CCC1(CCNC1)CC2)C2=CC=NC=C2 5-Bromo-2-(pyridin-4-yl)-4-(2,8-diazaspiro[4.5]decan-8-yl)pyrido[3,4-d]pyrimidine